FC=1C(=C(C=CC1)O)C 3-fluoro-2-methyl-phenol